C(C)(C)(C)OC=1C=CC=C(C=C)C1 5-tert-butoxystyrene